FC(CC[C@@H](O)C=1SC2=C(C1)C=CC(=C2)C2=CC=1C(N=C2)=NN(C1)C)(F)F (1R)-4,4,4-trifluoro-1-(6-(2-methyl-2H-pyrazolo[3,4-b]pyridin-5-yl)-1-benzothiophen-2-yl)-1-butanol